isononanol phosphate P(=O)(O)(O)OCCCCCCC(C)C